BrCC=1C=C(C=C(C1)C)S(=O)(=O)Cl 3-(Bromomethyl)-5-methylbenzenesulfonyl chloride